6,6''-(6-phenyl-1,3,5-triazine-2,4-diyl)bis(9-(2,6-diphenylpyrimidin-4-yl)-9H-3,9'-bicarbazole) C1(=CC=CC=C1)C1=NC(=NC(=N1)C=1C=C2C=3C=C(C=CC3N(C2=CC1)C1=NC(=NC(=C1)C1=CC=CC=C1)C1=CC=CC=C1)N1C2=CC=CC=C2C=2C=CC=CC12)C=1C=C2C=3C=C(C=CC3N(C2=CC1)C1=NC(=NC(=C1)C1=CC=CC=C1)C1=CC=CC=C1)N1C2=CC=CC=C2C=2C=CC=CC12